N-(2-((R)-4-Cyanothiazolidin-3-yl)-2-oxoethyl)-6-((2R,5R)-2,5-dimethylmorpholino)-quinoline-4-carboxamide C(#N)[C@H]1N(CSC1)C(CNC(=O)C1=CC=NC2=CC=C(C=C12)N1C[C@H](OC[C@H]1C)C)=O